BrC1=CC(=C(C=C1)CC(=O)N)O (4-bromo-2-hydroxyphenyl)acetamide